furo[2,3-b]pyrazine N1=C2C(=NC=C1)OC=C2